[13CH2]([13C@H]([13C@H]([13C@@H]([13C@H]([13CH]=O)O)O)O)O)O The molecule is a D-glucose in which the six carbon atoms have been replaced by the (13)C isotope. It has a role as a bacterial metabolite and a fungal metabolite. It is a D-glucose and a (13)C-modified compound.